2-(azepan-1-yl)-5-methyl-N-(3-sulfamoyl-phenyl)nicotinamide N1(CCCCCC1)C1=C(C(=O)NC2=CC(=CC=C2)S(N)(=O)=O)C=C(C=N1)C